BrC=1C=CC=C2C(=NN(C12)C1OCCCC1)I 7-bromo-3-iodo-1-(tetrahydro-2H-pyran-2-yl)-1H-indazole